N=1C=NC2=NC(N=C2C1)=N purin-8-imine